tert-butyl (3-(4-bromophenyl)propyl)(methyl)carbamate BrC1=CC=C(C=C1)CCCN(C(OC(C)(C)C)=O)C